2,2,2-trifluoro-1-(4-(4-iodophenoxy)-4-methyl-piperidin-1-yl)ethan-1-one methyl-5-benzyl-3-((1-isopropyl-1H-indole-4-carboxamido)methyl)-4,5-dihydroisoxazole-5-carboxylate COC(=O)C1(CC(=NO1)CNC(=O)C=1C=2C=CN(C2C=CC1)C(C)C)CC1=CC=CC=C1.FC(C(=O)N1CCC(CC1)(C)OC1=CC=C(C=C1)I)(F)F